C1(=CC=CC=C1)C(N1CC(C1)CN)C1=CC=CC=C1 1-[1-(diphenylmethyl)azetidin-3-yl]Methylamine